[Na+].OCC=1C=C(COCCCCCCCCCCC(=O)ON2C(C(CC2=O)S(=O)(=O)[O-])=O)C=CC1[N+](=O)[O-] 1-((11-((3-(hydroxymethyl)-4-nitrobenzyl)oxy)undecanoyl)oxy)-2,5-dioxopyrrolidine-3-sulfonic acid sodium salt